tert-Butyl (14-((2-(2,6-dioxopiperidin-3-yl)-1,3-dioxoisoindolin-4-yl)amino)-3,6,9,12-tetraoxatetradecyl)carbamate O=C1NC(CCC1N1C(C2=CC=CC(=C2C1=O)NCCOCCOCCOCCOCCNC(OC(C)(C)C)=O)=O)=O